N,N-dimethyl-4-i-propylaniline CN(C1=CC=C(C=C1)C(C)C)C